CC1(CN(C2=CC=C(C=C12)Br)C(C)=O)CC1CCCCC1 1-(3-methyl-3-(cyclohexylmethyl)-5-bromoindolin-1-yl)-1-ethanone